5-(chloromethyl)-3-[2-(4-chlorophenyl)-2-fluoroethyl]-1,2,4-oxadiazole ClCC1=NC(=NO1)CC(F)C1=CC=C(C=C1)Cl